C(C1=CC=CC=C1)OCC1=CC=C(C=C1)NC(=O)C=1C(=C(C=CC1)B(O)O)OC (3-((4-((Benzyloxy)methyl)phenyl)carbamoyl)-2-methoxyphenyl)boronic acid